COCCOCCOC1=C(C(=O)Cl)C=CC=C1 2-(2-(2-methoxyethoxy)ethoxy)benzoyl chloride